didecyldimethylammonium bromate Br(=O)(=O)[O-].C(CCCCCCCCC)[N+](C)(C)CCCCCCCCCC